1-(2-butoxy-butoxy)ethyl dithiomalate C(C(O)CC(=S)[O-])(=S)OC(C)OCC(CC)OCCCC